[N+](=O)([O-])C(C(=O)NC1=C(C(=O)O)C(=CC=C1)[N+](=O)[O-])CC(C)[N+](=O)[O-] 2,4,6-trinitrovalerylaminobenzoic acid